(5-ethynyl-2-fluorophenyl)-7-oxa-2-azaspiro[3.5]nonane C(#C)C=1C=CC(=C(C1)C1NCC12CCOCC2)F